C1(C=CC(N1CCCCCC(=O)ON1C(CCC1=O)=O)=O)=O N-(6-maleinimidohexanoyloxy)succinimide